C1(CCC1)N1C(=NC2=C1C=CC=C2)C2=NC(=C(C(N2C)=O)O)C=2OC1=C(N2)C=C(C=C1)OC 2-(1-cyclobutyl-1,3-benzodiazol-2-yl)-5-hydroxy-6-(5-methoxy-1,3-benzoxazol-2-yl)-3-methylpyrimidin-4-one